ClC1=NC2=CC=CC=C2C(N1CC1=CN=C(S1)C)=O 2-chloro-3-[(2-methylthiazol-5-yl)methyl]quinazolin-4-one